(S)-5-((4-chlorophenyl)((8-methyl-4-oxochroman-7-yl)oxy)methyl)picolinamide ClC1=CC=C(C=C1)[C@@H](C=1C=CC(=NC1)C(=O)N)OC1=CC=C2C(CCOC2=C1C)=O